2-amino-3,7,8-trimethyl-3H-imidazo[4,5-F]quinoxaline NC=1N(C=2C(=C3N=C(C(=NC3=CC2)C)C)N1)C